ClC1=C(C=CC(=C1)Cl)C[C@H](C[C@@H]([C@@H](C(C)(C)C)O)N1N=CNC1=S)C 2-[(2R,4S,5R)-1-(2,4-dichloro-phenyl)-5-hydroxy-2,6,6-trimethylheptan-4-yl]-2,4-dihydro-3H-1,2,4-triazole-3-thione